[Si](C)(C)(C(C)(C)C)OC(C(=O)N1CCC2=CC(=CC(=C12)F)C1=CC(=NC=C1)NC1=CC=NN1C)C=1C(=NC=CC1)Cl ((t-butyldimethylsilyl)oxy)-2-(2-chloropyridin-3-yl)-1-(7-fluoro-5-(2-((1-methyl-1H-pyrazol-5-yl)amino)pyridin-4-yl)indolin-1-yl)ethan-1-one